1-(3-(aminomethyl)phenyl)-N-(3-((cyclopropylmethylamino)(4-methoxynaphthalen-1-yl)methyl)phenyl)-3-(trifluoromethyl)-1H-pyrazole-5-carboxamide NCC=1C=C(C=CC1)N1N=C(C=C1C(=O)NC1=CC(=CC=C1)C(C1=CC=C(C2=CC=CC=C12)OC)NCC1CC1)C(F)(F)F